O=C1[C@H](CCCC[C@@H]2N1[C@@H](CC2)C(=O)N2C1(CC1)CC(C2)C2=CC=CC=C2)NC(=O)C2=CC=C1C=CC(=CC1=C2)CP(=O)(OC2=CC=CC=C2)N[C@@H](C)C(=O)OCCCC butyl (((7-(((3S,6S,10aS)-5-oxo-3-(6-phenyl-4-azaspiro[2.4]heptane-4-carbonyl)decahydro pyrrolo[1,2-a]azocin-6-yl)carbamoyl) naphthalen-2-yl)methyl)(phenoxy) phosphoryl)-L-alaninate